2-Amino-4-(4-(azepan-1-yl)-6-chloro-8-fluoro-2-(((2R,7aS)-2-fluorotetrahydro-1H-pyrrolizin-7a(5H)-yl)methoxy)quinazolin-7-yl)-7-fluorobenzo[b]thiophene-3-carbonitrile NC1=C(C2=C(S1)C(=CC=C2C2=C(C=C1C(=NC(=NC1=C2F)OC[C@]21CCCN1C[C@@H](C2)F)N2CCCCCC2)Cl)F)C#N